C(C1=CC=CC=C1)C=1NC(=NN1)C(=O)NC1=NC=CC(=C1)C1=C(C=CC(=C1)OCCCCO)Cl 5-benzyl-N-(4-(2-chloro-5-(4-hydroxybutoxy)phenyl)pyridin-2-yl)-4H-1,2,4-triazole-3-carboxamide